tert-butyl 3-[(3-methylpyrazin-2-yl)amino]pyrrolidine-1-carboxylate CC=1C(=NC=CN1)NC1CN(CC1)C(=O)OC(C)(C)C